C(C)C1=CC2=C(C3=CC=CC=C3C(=C2C=C1)C(=O)OCCCCC)C(=O)OCCCCC 2-ethyl-9,10-bis(n-pentoxycarbonyl)anthracene